4-[8-(3,3-difluorocyclobutyl)-2-methylsulfanyl-7-oxo-pyrido[2,3-d]pyrimidin-6-yl]-8-methyl-2,3-dihydroquinoxaline-1-carboxylic acid tert-butyl ester C(C)(C)(C)OC(=O)N1CCN(C2=CC=CC(=C12)C)C1=CC2=C(N=C(N=C2)SC)N(C1=O)C1CC(C1)(F)F